O=C1N(CC2=CC(=CC=C12)N1CCN(CC1)CC1CCN(CC1)C1=CC=C(C=C1)[C@H]1[C@H](CCC=2C=3C=NNC3C=CC21)C2=CC=CC=C2)C2C(NC(CC2)=O)=O 3-[1-oxo-5-[4-[[1-[4-[(6R,7S)-7-phenyl-6,7,8,9-tetrahydro-3H-benzo[e]indazol-6-yl]phenyl]-4-piperidyl]methyl]piperazin-1-yl]isoindolin-2-yl]piperidine-2,6-dione